N-(4-(((6-cyclopropylimidazo[1,2-a]pyridin-2-yl)methyl)amino)pyridin-2-yl)acetamide C1(CC1)C=1C=CC=2N(C1)C=C(N2)CNC2=CC(=NC=C2)NC(C)=O